3-(4-((7-(diphenylamino)heptyl)thio)-1-oxoisoindolin-2-yl)piperidine-2,6-dione C1(=CC=CC=C1)N(CCCCCCCSC1=C2CN(C(C2=CC=C1)=O)C1C(NC(CC1)=O)=O)C1=CC=CC=C1